CN(C(=O)C1=CC2=C(N3C(S2)=NC(=C3)C3=CC=C(C=C3)C(NC)=O)C=C1)CCCN1CCCCC1 N-methyl-2-(4-(methylcarbamoyl)phenyl)-N-(3-(piperidin-1-yl)propyl)benzo[d]imidazo[2,1-b]thiazole-7-carboxamide